N-[2-(1,3-dimethylbutyl)-3-thienyl]-1-methyl-3-(trifluoromethyl)-1H-pyrazole-4-carboxamide CC(CC(C)C)C=1SC=CC1NC(=O)C=1C(=NN(C1)C)C(F)(F)F